1-{3-[4-(4-aminopiperidin-1-yl)-3-(3-fluoro-5-methylphenyl)quinolin-6-yl]pyridin-2-yl}-3-methoxyurea NC1CCN(CC1)C1=C(C=NC2=CC=C(C=C12)C=1C(=NC=CC1)NC(=O)NOC)C1=CC(=CC(=C1)C)F